COC=1C=C(/C=C/C2=CC=C(OC(=O)NCCNC(CNC(OC(C)(C)C)=O)=O)C=C2)C=C(C1)OC Tert-butyl (E)-(2-((2-(((4-(3,5-dimethoxystyryl)phenoxy)carbonyl)amino) ethyl)amino)-2-oxoethyl)carbamate